N1(N=NC2=C1C=CC=C2)C=2C=C(C=CC2O)NS(=O)(=O)C2=CC=C(C=C2)C N-(3-(1H-benzo[d][1,2,3]triazol-1-yl)-4-hydroxyphenyl)-4-methylbenzenesulfonamide